(3S,4S) or (3R,4R)-(6-chloro-7-(1-(4-methoxy-3-methyltetrahydrofuran-3-yl)piperidin-4-yl)quinazolin-2-yl)(1-cyclopropyl-5-methyl-1H-pyrazol-4-yl)carbamic acid tert-butyl ester C(C)(C)(C)OC(N(C=1C=NN(C1C)C1CC1)C1=NC2=CC(=C(C=C2C=N1)Cl)C1CCN(CC1)[C@]1(COC[C@H]1OC)C)=O |o1:33,37|